5-(6-Isopropyl-2-(6-(oxetan-3-yl)-2,6-diazaspiro[3.3]hept-2-yl)-4H-pyrrolo[3,2-d]thiazol-5-yl)-1,3,4-trimethylpyridin-2(1H)-one C(C)(C)C1=C(NC2=C1N=C(S2)N2CC1(C2)CN(C1)C1COC1)C=1C(=C(C(N(C1)C)=O)C)C